C(C(C)C)NC=1N(C(C=2NC(=NC2N1)C=1C=NN(C1)C)=O)CCC 2-isobutylamino-8-(1-methyl-1H-pyrazol-4-yl)-1-propyl-1,7-dihydro-purin-6-one